O([C@H]1[C@@H](O)[C@H](O)[C@H](O)[C@@H](O1)C)C1=CC=C(C=C1)[N+](=O)[O-] p-nitrophenyl α-L-fucopyranoside